5-Methoxy-3-(5-methoxy-1-(prop-2-yn-1-yl)indolin-2-yl)-1-(prop-2-yn-1-yl)-1H-indole COC=1C=C2C(=CN(C2=CC1)CC#C)C1N(C2=CC=C(C=C2C1)OC)CC#C